C(C1=CC=CC=C1)OC1=C(C(=NC(=C1)Cl)C)C(C)N (4-(benzyloxy)-6-chloro-2-methylpyridin-3-yl)ethan-1-amine